COC(=O)C=1C(=CC=2C(C3=CC=CC=C3OC2C1)(C)C)N 2-amino-9,9-dimethyl-9H-xanthene-3-carboxylic acid methyl ester